COC(=O)C1=C(C=C2C=NN(C2=C1)C1OCCCC1)C#CC(C)C.O1C=C(C=C1)P(I)C1=COC=C1 di(furan-3-yl)iodophosphane methyl-5-(3-methylbut-1-ynyl)-1-tetrahydropyran-2-yl-indazole-6-carboxylate